Prop-2-en-1-ylglycinat hydrochlorid Cl.C(C=C)NCC(=O)O